2-(7-((octahydroindolizin-1-yl)amino)pyrazolo[1,5-d][1,2,4]triazin-4-yl)-5-(trifluoromethyl)phenol C1(CCN2CCCCC12)NC1=NN=C(C=2N1N=CC2)C2=C(C=C(C=C2)C(F)(F)F)O